ClC1=NC(=CC(=C1)[C@H]1COC2(CC2)CN1CC=C)Cl (S)-1-(6-(2,6-dichloropyridin-4-yl)-4-oxa-7-azaspiro[2.5]octan-7-yl)prop-2-en